(2,6-dihydroxy-3'-methyl-4-pentyl-[1,1'-biphenyl]-3-yl)(1H-indol-1-yl)methanone OC1=C(C(=CC(=C1C(=O)N1C=CC2=CC=CC=C12)CCCCC)O)C1=CC(=CC=C1)C